7-(4-chlorophenyl)-8-(2,4-difluorophenyl)-3-[[2-(trimethylsilyl)ethoxy]methyl]-1H-purine-2,6-dione ClC1=CC=C(C=C1)N1C(=NC=2N(C(NC(C12)=O)=O)COCC[Si](C)(C)C)C1=C(C=C(C=C1)F)F